C1CN=C2C1C3CC=CC=C3N2 hexahydropyrrolo[2,3-b]indole